C(C)N(CCN)CC N1,N1-diethylethan-1,2-diamine